NC=1C=2N(C=CN1)C(=CN2)C=2C=C(C=CC2C)S(=O)(=O)NC2CCC(CC2)(C)O 3-(8-aminoimidazo[1,2-a]pyrazin-3-yl)-N-(trans-4-hydroxy-4-methylcyclohexyl)-4-methylbenzenesulfonamide